4-(((R)-1-cyanoethyl)amino)-N-((1r,4R)-4-(2-hydroxyethyl)cyclohexyl)nicotinamide C(#N)[C@@H](C)NC1=CC=NC=C1C(=O)NC1CCC(CC1)CCO